3-(3-fluoro-4-methoxyphenyl)-3-(2-(3-(5,6,7,8-tetrahydro-1,8-naphthyridin-2-yl)propyl)thiazol-4-yl)propionic acid ethyl ester C(C)OC(CC(C=1N=C(SC1)CCCC1=NC=2NCCCC2C=C1)C1=CC(=C(C=C1)OC)F)=O